ClC=1C=C(C=CC1C(NCCNC(=O)[C@@H]1NC[C@@](C1)(O)CC)=O)NC(=O)C=1N(C(=CN1)C1=C(C(=C(C=C1)OCC#N)F)F)C N-[3-chloro-4-[2-[[(2r,4r)-4-ethyl-4-hydroxy-pyrrolidine-2-carbonyl]amino]ethylcarbamoyl]phenyl]-5-[4-(cyanomethoxy)-2,3-difluoro-phenyl]-1-methyl-imidazole-2-carboxamide